3-(3,4-difluorophenoxymethyl)-2-(2-methyl-5-phenyl-1,3-thiazole-4-carbonyl)-2-azabicyclo[3.1.1]heptane FC=1C=C(OCC2N(C3CC(C2)C3)C(=O)C=3N=C(SC3C3=CC=CC=C3)C)C=CC1F